Boc(Boc)3-methylhydroxyindole C(=O)(OC(C)(C)C)C=1C(=C2C(=C(NC2=CC1)O)C)C(=O)OC(C)(C)C